C1(=CC(=CC=2C3=CC=CC=C3C(=C(C12)C(=O)O)C(=O)O)C(=O)O)C(=O)O 1,3,9,10-phenanthrenetetracarboxylic acid